C1(=CC=CC=C1)C1=NSC(=C1)C1=CC=CC=C1 3,5-diphenylisothiazole